3-(4-(((ethyl(methyl)amino)methylene)amino)-5-fluoro-2-methylphenyl)oxetan-3-yl 2-phenylacetate C1(=CC=CC=C1)CC(=O)OC1(COC1)C1=C(C=C(C(=C1)F)N=CN(C)CC)C